[Si](C)(C)(C(C)(C)C)OCC=1N=NC(=CC1NC1=CC(=NC=N1)NC(=O)CCN1CCC(CC1)C(=O)OC(C)(C)C)C1=C(C=CC(=C1)Cl)F tert-butyl 1-[2-({6-[(3-{[(tert-butyldimethylsilyl)oxy]methyl}-6-(5-chloro-2-fluorophenyl)pyridazin-4-yl)amino]pyrimidin-4-yl}carbamoyl)ethyl]piperidine-4-carboxylate